5,6-difluoronicotinic acid FC=1C(=NC=C(C(=O)O)C1)F